S1C(=NC2=C1C=CC=C2)C[C@H](N)C(=O)O 3-benzothiazoleylalanine